C(\C=C\CCCC)B1OC(CN(CC(O1)=O)C)=O (E)-2-(hept-2-en-1-yl)-6-methyl-1,3,6,2-dioxazaborocan-4,8-dione